tert-Butyl (S)-3-((3-nitro-5-(trifluoromethyl)pyridin-2-yl)amino)pyrrolidine-1-carboxylate [N+](=O)([O-])C=1C(=NC=C(C1)C(F)(F)F)N[C@@H]1CN(CC1)C(=O)OC(C)(C)C